2-(piperidin-4-yl)-3-{[6-(trifluoromethyl)pyridin-3-yl]oxy}pyrazine (9H-fluoren-9-yl)methyl-(2-hydroxy-3-oxo-3-((1-(m-tolyl)-1H-indazol-6-yl)amino)propyl)carbamate C1=CC=CC=2C3=CC=CC=C3C(C12)CN(C(O)=O)CC(C(NC1=CC=C2C=NN(C2=C1)C=1C=C(C=CC1)C)=O)O.N1CCC(CC1)C1=NC=CN=C1OC=1C=NC(=CC1)C(F)(F)F